COC(CN1C(C(N=C(C2=C1C=CC=C2)C2=CC=CC=C2)N2N=NC(=C2)C[C@H](C(=O)OC)NC(=O)C=2C(=NN(C2C)C)C)=O)=O methyl (2R)-3-(1-(1-(2-methoxy-2-oxoethyl)-2-oxo-5-phenyl-2,3-dihydro-1H-benzo[e][1,4]diazepin-3-yl)-1H-1,2,3-triazol-4-yl)-2-(1,3,5-trimethyl-1H-pyrazole-4-carboxamido)propanoate